C(CCCCCCCC)NC(=O)NCCCCCCCCCC N-nonyl-N'-decyl-urea